NC1=CC=CC(=N1)S(=O)(=O)NC(=O)C=1C(=NC(=CC1)C=1C=NC(=C(C1)C)OC)N1C(C[C@@H](C1)C)(C)C N-[(6-Amino-2-pyridyl)sulfonyl]-6-(6-methoxy-5-methyl-3-pyridyl)-2-[(4S)-2,2,4-trimethylpyrrolidin-1-yl]pyridin-3-carboxamid